N-(1-(4,4-difluoropiperidin-1-yl)pyrrolo[1,2-c]pyrimidin-3-yl)-4-(2-hydroxyethyl-sulfonamido)-2-(6-azaspiro[2.5]octan-6-yl)benzamide FC1(CCN(CC1)C1=NC(=CC=2N1C=CC2)NC(C2=C(C=C(C=C2)NS(=O)(=O)CCO)N2CCC1(CC1)CC2)=O)F